C1(CCC1)N1C=NC(=C1)N1C=NC(=C1)[N+](=O)[O-] 1'-cyclobutyl-4-nitro-1'H-1,4'-biimidazole